COC1=NC=NC=C1C(=O)N 4-methoxypyrimidine-5-carboxamide